(S)-1-(4-(4-((2,3-dihydrobenzo[b][1,4]dioxin-2-yl)methyl)piperazin-1-yl)-1,2,5-thiadiazol-3-yl)-3,3-dimethylpyrrolidin-2-one O1C2=C(OC[C@@H]1CN1CCN(CC1)C=1C(=NSN1)N1C(C(CC1)(C)C)=O)C=CC=C2